C(#N)C1=C(OC=2C(=C3C(N(C=NC3=CC2)C=2C=NC(=NC2)N2CCN(CC2)C(=O)OC(C)(C)C)=O)F)C(=CC=C1F)F tert-butyl 4-[5-[6-(2-cyano-3,6-difluoro-phenoxy)-5-fluoro-4-oxo-quinazolin-3-yl]pyrimidin-2-yl]piperazine-1-carboxylate